C(C)OC=1C2=C(N=C(N1)NC1=C(C=C(C=C1)C(C(F)(F)F)(C)N1CCOCC1)OC)NC=C2 4-ethoxy-N-(2-methoxy-4-(1,1,1-trifluoro-2-morpholinylprop-2-yl)phenyl)-7H-pyrrolo[2,3-d]Pyrimidin-2-amine